10-cyclopropyl-1-(9H-fluoren-9-yl)-3,6-dioxo-2,9-dioxa-4,7-diazaundecan-11-oate C1(CC1)C(OCNC(CNC(OCC1C2=CC=CC=C2C=2C=CC=CC12)=O)=O)C(=O)[O-]